CC1=C(C=CC(=C1)C1=NC2=CC=C(N=C2C=C1)C(F)(F)F)N1CCOC2=C(C1=O)N=NN2 7-(2-methyl-4-(6-(trifluoromethyl)-1,5-naphthyridin-2-yl)phenyl)-6,7-dihydro-3H-[1,2,3]triazolo[4,5-f][1,4]oxazepin-8(5H)-one